ricinoleyl arachidate C(CCCCCCCCCCCCCCCCCCC)(=O)OCCCCCCCC\C=C/C[C@H](O)CCCCCC